C(C)(C)(C)OOC(=O)C=1C(=C(C(=O)C2=CC=CC=C2)C=CC1)C(=O)OOC(C)(C)C di(t-butylperoxycarbonyl)benzophenone